O=C1NCCN1 2-oxoimidazolidine